6-amino-2-(2,3,4-trifluorophenyl)-5-vinylpyrimidine-4-carboxylic acid NC1=C(C(=NC(=N1)C1=C(C(=C(C=C1)F)F)F)C(=O)O)C=C